tin bis-octanoate C(CCCCCCC)(=O)[O-].C(CCCCCCC)(=O)[O-].[Sn+2]